C(C)(C)(C)OC(=O)N1C2(C=C(CC1(CC2)C)O[Si](C)(C)C)C 1,5-dimethyl-3-((trimethylsilyl)oxy)-8-azabicyclo[3.2.1]oct-2-ene-8-carboxylic acid tert-butyl ester